2-(4-amino-3-methoxyphenoxy)ethane-1-sulfonic acid NC1=C(C=C(OCCS(=O)(=O)O)C=C1)OC